BrC1=CC(=C(C[Mg]Br)C(=C1)C)C 4-bromo-2,6-dimethylbenzylmagnesium bromide